N(=C=O)C1=CC(=C(C=C1C)CC1=C(C=C(C(=C1)C)N=C=O)C)C bis(4-isocyanato-2,5-dimethylphenyl)methane